3-[(2-chloro-6-fluorophenyl)methyl]-4-(cyclobutylmethyl)-4,5-dihydro-1,2,4-oxadiazol-5-one ClC1=C(C(=CC=C1)F)CC1=NOC(N1CC1CCC1)=O